NC1=NC(=C2N=CN(C2=N1)CC(=O)NC1=CC(=NN1CC)C)NCC1CCCC1 2-(2-amino-6-((cyclopentylmethyl)amino)-9H-purin-9-yl)-N-(1-ethyl-3-methyl-1H-pyrazol-5-yl)acetamide